(Z)-4-decenal diethyl acetal C(C)OC(CC\C=C/CCCCC)OCC